bromotrifluoroethylene BrC(=C(F)F)F